1-(4-(3-((6-(trifluoromethyl)pyridin-3-yl)amino)pyridazin-4-yl)piperazin-1-yl)prop-2-en-1-one FC(C1=CC=C(C=N1)NC=1N=NC=CC1N1CCN(CC1)C(C=C)=O)(F)F